The molecule is an oxo dicarboxylic acid consisting of pyruvic acid having a 2-hydroxy-3-carboxybenzylidene group at the 3-position. It derives from a pyruvic acid. C1=CC(=C(C(=C1)C(=O)O)O)/C=C/C(=O)C(=O)O